tris(2-methylpropene-1-yl)tris(dimethylamino)boroxine CC(=CC(N(C)B1OB(OB(O1)N(C)C)N(C)C)(C=C(C)C)C=C(C)C)C